C(=C)C(C(C)(C)C)C(=NO)C(C(C)(C)C)C=C vinyl-tri-methylethyl ketoxime